methyl-(tetrahydro-pyran-4-yl)-amine CNC1CCOCC1